sodium (propiophenone) C(CC)(=O)C1=CC=CC=C1.[Na]